8-(tert-butoxymethyl)-1-(9H-fluoren-9-yl)-3,6,9-trioxo-2-oxa-4,7,10-triazatridecan-13-oate C(C)(C)(C)OCC(NC(CNC(OCC1C2=CC=CC=C2C=2C=CC=CC12)=O)=O)C(NCCC(=O)[O-])=O